3-[4-amino-3-(5-chloro-6-{[(2,2,2-trifluoroethyl)amino]carbonyl}pyridin-3-yl)-2-{4-[(2-fluoroacrylamido)]phenyl}-1-methylpyrrolo[3,2-c]pyridin-7-yl]prop-2-ynoic acid NC1=NC=C(C2=C1C(=C(N2C)C2=CC=C(C=C2)NC(C(=C)F)=O)C=2C=NC(=C(C2)Cl)C(=O)NCC(F)(F)F)C#CC(=O)O